4-cyclopropyl-3-(methylsulfonyl)-N-((2-(6-(2,2,6,6-tetramethylmorpholino)pyridin-2-yl)-1,6-naphthyridin-7-yl)methyl)benzamide C1(CC1)C1=C(C=C(C(=O)NCC2=NC=C3C=CC(=NC3=C2)C2=NC(=CC=C2)N2CC(OC(C2)(C)C)(C)C)C=C1)S(=O)(=O)C